OCC(C(=O)O)C1=CC(=CC=C1)N1CCN(CC1)C 3-hydroxy-2-(3-(4-methylpiperazin-1-yl)phenyl)propionic acid